thiazolyl-butyltin S1C(=NC=C1)[Sn]CCCC